N1CC(C1)OCC1=C(C=C(C=C1)S(F)(F)(F)(F)F)F [4-(azetidin-3-yloxymethyl)-3-fluoro-phenyl]-pentafluoro-λ6-sulfane